5-(methoxymethyl)-N-[(tetrahydro-4-phenyl-2H-pyran-4-yl)methyl]-pyrazolo[1,5-a]pyrimidin-7-amine COCC1=NC=2N(C(=C1)NCC1(CCOCC1)C1=CC=CC=C1)N=CC2